bis(3,5-di(trifluoromethyl)phenyl)phosphine FC(C=1C=C(C=C(C1)C(F)(F)F)PC1=CC(=CC(=C1)C(F)(F)F)C(F)(F)F)(F)F